N[C@H]1CN(CCC1)C(=O)C1=NN(C(=C1)C1=CC(=C(C#N)C=C1)F)C1=C(C=C(C=C1)N1C[C@H](CC1)F)F 4-(3-((R)-3-aminopiperidine-1-carbonyl)-1-(2-fluoro-4-((S)-3-fluoropyrrolidine-1-yl)phenyl)-1H-pyrazole-5-yl)-2-fluorobenzonitrile